5-((2R)-1,2-dimethylpiperidin-4-yl)-7-(4-isobutoxybenzyl)-5,7-diazaspiro[2.5]octane-6-one CN1[C@@H](CC(CC1)N1CC2(CC2)CN(C1=O)CC1=CC=C(C=C1)OCC(C)C)C